tert-Butyl 4-[4-(2-cyano-5-formyl-4-methyl-1H-indol-1-yl)butyl]piperazine-1-carboxylate C(#N)C=1N(C2=CC=C(C(=C2C1)C)C=O)CCCCN1CCN(CC1)C(=O)OC(C)(C)C